4-(5-chloro-2-((propan-2-yl-1,1,1,2-d4)amino)pyridin-4-yl)-N-(1-(3-chlorophenyl)-2-hydroxyethyl)-1H-pyrrole-2-carboxamide ClC=1C(=CC(=NC1)NC(C([2H])([2H])[2H])(C)[2H])C=1C=C(NC1)C(=O)NC(CO)C1=CC(=CC=C1)Cl